isopropyl-1,3-dimethylbutyl-p-phenylenediamine C(C)(C)N(C1=CC=C(C=C1)N)C(CC(C)C)C